CC=1NC=C(N1)CC(=O)OC(CCCCCCCCC)OC(CC=1N=C(NC1)C)=O decanediol-bis(2-methylimidazolyl acetate)